3-(3-(piperidin-1-yl)propyl)guanidine N1(CCCCC1)CCCNC(N)=N